N[C@H]1CS(C2=C(N(C1=O)CC1=CC=C(C=C1)Cl)C=C(C(=C2)F)C=2N=NN(N2)CC)(=O)=O (3R)-3-amino-5-[(4-chlorophenyl)methyl]-7-(2-ethyltetrazol-5-yl)-8-fluoro-1,1-dioxo-2,3-dihydro-1λ6,5-benzothiazepine-4-one